O[C@]1(CC[C@@]2([C@H]3CC[C@@]4([C@H](CC[C@H]4[C@@H]3CC[C@@H]2C1)[C@@H](CCC(=O)NO)C)C)C)C1=CC=C(C=C1)C1=CC=CC=C1 (4R)-4-[(3S,5R,8R,9S,10S,13R,14S,17R)-3-hydroxy-10,13-dimethyl-3-(4-phenylphenyl)-1,2,4,5,6,7,8,9,11,12,14,15,16,17-tetradecahydrocyclopenta[a]phenanthren-17-yl]pentanehydroxamic acid